5-(5-fluoro-2-methoxyphenyl)-1-methyl-2-oxo-1,2-dihydropyridine-4-carboxylic acid FC=1C=CC(=C(C1)C=1C(=CC(N(C1)C)=O)C(=O)O)OC